methyl 2-((2-(((tert-butoxycarbonyl) (2-(6-methoxy-3-nitropyridin-2-yl) ethyl)-amino) methyl)-3-fluoro-4-(trifluoromethoxy) phenyl) amino)-4,5-difluoro-benzoate C(C)(C)(C)OC(=O)N(CCC1=NC(=CC=C1[N+](=O)[O-])OC)CC1=C(C=CC(=C1F)OC(F)(F)F)NC1=C(C(=O)OC)C=C(C(=C1)F)F